6-Chloro-3-(3,4-dimethoxybenzoyl)-N-(3-(methyl(phenyl)amino)propyl)-4-oxo-4H-chromene-2-carboxamide ClC=1C=C2C(C(=C(OC2=CC1)C(=O)NCCCN(C1=CC=CC=C1)C)C(C1=CC(=C(C=C1)OC)OC)=O)=O